C(C)(=O)[O-].C(C)(=O)[O-].[Co+2].C(C)(C)(C)C=1C=C(C=C(C1OC)C(C)(C)C)C1=NC2=C3N=C(C=CC3=CC=C2C=C1)C1=CC(=C(C(=C1)C(C)(C)C)OC)C(C)(C)C 2,9-bis-(3,5-di-tert-butyl-4-methoxyphenyl)-1,10-phenanthroline cobalt diacetate